C1=NC=CC2=CC=C(C=C12)NC(NC1=NC(=CC(=N1)NCCCNC(C)=O)C)=O N-(3-((2-(3-(isoquinolin-7-yl)ureido)-6-methylpyrimidin-4-yl)amino)propyl)acetamide